C(#N)C=1C=CC(=C(C1)C1=CC(=NC=C1C(=O)NC=1SC2=C(N1)CN(C2)C(C2=CC=NC=C2)=O)C)OC 4-(5-Cyano-2-methoxyphenyl)-N-(5-isonicotinoyl-5,6-dihydro-4H-pyrrolo[3,4-d]thiazol-2-yl)-6-methylnicotinamide